4-(2-(2-(2-isopropylphenyl)-4-phenoxypiperidin-1-yl)-7-azaspiro[3.5]nonan-7-yl)benzamide C(C)(C)C1=C(C=CC=C1)C1N(CCC(C1)OC1=CC=CC=C1)C1CC2(C1)CCN(CC2)C2=CC=C(C(=O)N)C=C2